CNC1=NC=C(C2=C1N=NC(=C2)C2(CC2)C(=O)N)C2=NN1C(C=CC(=C1)N1CCOCC1)=N2 (8-(methylamino)-5-(6-morpholinyl-[1,2,4]triazolo[1,5-a]pyridin-2-yl)pyrido[3,4-c]pyridazin-3-yl)cyclopropanecarboxamide